tert-butyl-(1-(2-fluoro-3-(4-(5-(trifluoromethyl) pyrimidin-2-yl) piperazin-1-carbonyl)-1H-pyrrol-1-yl) propan-2-yl) carbamate C(N)(OC(CN1C(=C(C=C1)C(=O)N1CCN(CC1)C1=NC=C(C=N1)C(F)(F)F)F)CC(C)(C)C)=O